3,5-difluoro-1H-indole-2-carboxylic acid ethyl ester C(C)OC(=O)C=1NC2=CC=C(C=C2C1F)F